Cl.BrCC(=O)C=1C=NC=CC1 2-bromo-1-(pyridin-3-yl)ethanone hydrochloride